The molecule is a triply-charged organophosphate oxoanion arising from deprotonation of the carboxylic acid and phosphate OH groups of (2S)-2-amino-3-oxo-4-(phosphonooxy)butanoic acid; major species at pH 7.3. It is an organophosphate oxoanion and an alpha-amino-acid anion. It is a conjugate base of a (2S)-2-amino-3-oxo-4-(phosphonooxy)butanoic acid and a (2S)-2-ammonio-3-oxo-4-(phosphonatooxy)butanoate(2-). C(C(=O)[C@@H](C(=O)[O-])N)OP(=O)([O-])[O-]